C(C)C(C(=O)OCC1CCC(CC1)COC(C(CCCC)CC)=O)CCCC 4-cyclohexanedimethanol bis(2-ethylhexanoate)